C(CCC(=O)[O-])(=O)[O-].C(CCCCCCC)[N+](C)(CCCCCCCC)CCCCCCCC.C(CCCCCCC)[N+](CCCCCCCC)(CCCCCCCC)C trioctyl-methyl-ammonium succinate